N-(2-bromo-6-((tetrahydro-2H-pyran-4-yl)oxy)phenyl)-4-chlorobutanamide BrC1=C(C(=CC=C1)OC1CCOCC1)NC(CCCCl)=O